(N-[4-amino-5-(3-methyl-1,2,4-oxadiazole-5-carbonyl)thiazol-2-yl]-4-fluoro-anilino)propanamide NC=1N=C(SC1C(=O)C1=NC(=NO1)C)N(C1=CC=C(C=C1)F)C(C(=O)N)C